ClC1=C(CC(CC1)(C)C)C=O 2-chloro-5,5-dimethylcyclohex-1-en-1-carbaldehyde